FC=1C=C(C=CC1F)C1(CCN(CC1)C(=O)OC(C)(C)C)NS(=O)(=O)C1=CC=C(C=C1)OC(F)(F)F tert-butyl 4-(3,4-difluorophenyl)-4-((4-(trifluoromethoxy)phenyl)sulfonamido)piperidine-1-carboxylate